IC1=NN(C=2N=CC=C(C21)O)CC2=CC=C(C=C2)OC 3-iodo-1-(4-methoxybenzyl)-1H-pyrazolo[3,4-b]pyridin-4-ol